C(C)[C@H]1[C@H](NC(C1)=O)COC=1N=CC=C2C=C(C=3N(C12)N=C(N3)C)C(=O)N 9-(((2s,3r)-3-ethyl-5-oxopyrrolidin-2-yl)methoxy)-2-methyl-[1,2,4]triazolo[1,5-a][1,7]naphthyridine-4-carboxamide